FC=1C=C(CNCCCCOC2CN(C2)C2=C3C=NNC3=CC(=C2)C=2C=NOC2)C=CC1OC(F)(F)F N-(3-fluoro-4-(trifluoromethoxy)benzyl)-4-((1-(6-(isoxazol-4-yl)-1H-indazol-4-yl)azetidin-3-yl)oxy)butan-1-amine